ClC1=C(C=CC=C1)C1=CC(=CN1)S(=O)(=O)NC1=C(C=C(C(=C1)F)C(F)(F)F)F 5-(2-chlorophenyl)-N-[2,5-difluoro-4-(trifluoromethyl)phenyl]-1H-pyrrole-3-sulfonamide